TRIPHENYLCHLORoMETHAN C1(=CC=CC=C1)C(Cl)(C1=CC=CC=C1)C1=CC=CC=C1